N-((1-fluorocyclopropyl)methyl)benzamide methyl-1-oxo-3-(2-(4-(p-tolyl)piperazin-1-yl)ethyl)-2-oxa-8-azaspiro[4.5]decane-8-carboxylate COC(=O)N1CCC2(CC(OC2=O)CCN2CCN(CC2)C2=CC=C(C=C2)C)CC1.FC1(CC1)CNC(C1=CC=CC=C1)=O